Dimethyl-tert-butoxysilane C[SiH](OC(C)(C)C)C